2-methyl (2S,4R)-4-fluoropyrrolidine-1,2-dicarboxylate F[C@@H]1C[C@H](N(C1)C(=O)[O-])C(=O)OC